tert-butyl 3-(6-methoxypyridin-3-yl)piperidine-1-carboxylate COC1=CC=C(C=N1)C1CN(CCC1)C(=O)OC(C)(C)C